(5-bromobenzo[d]isothiazol-3-yl)methanol BrC=1C=CC2=C(C(=NS2)CO)C1